C(C(=C)C)(=O)OCCC[Si](Cl)(C)C 3-(Dimethylchlorosilyl)propyl methacrylate